C(C)(C)(C)OC(=O)N1CCC(CC1)N1CCN(CC1)CCCCCCNC1=C2C(N(C(C2=CC=C1)=O)C1C(NC(CC1)=O)=O)=O 4-(4-(6-((2-(2,6-Dioxopiperidin-3-yl)-1,3-dioxoisoindolin-4-yl)amino)hexyl)piperazin-1-yl)piperidine-1-carboxylic acid tert-butyl ester